benzo[1,3]dioxazole O1NOC2=C1C=CC=C2